CN1N=CC2=NC(=CC(=C21)N2[C@@H](COCC2)C)N2[C@@H](COCC2)C (3R,3'R)-4,4'-(1-methyl-1H-pyrazolo[4,3-b]pyridine-5,7-diyl)bis(3-methylmorpholine)